COC1=CC=C2CC(COC2=C1)(C)C 7-methoxy-3,3-dimethylchromane